C(#N)N1C[C@H](CC1)C(=O)NC=1SC(=CN1)N1[C@H](CCC1)COC (S)-1-cyano-N-(5-((R)-2-(methoxymethyl)pyrrolidin-1-yl)thiazol-2-yl)pyrrolidine-3-carboxamide